FC(C=1C=C(N=NC1)C(=O)N)(F)F 5-(trifluoromethyl)pyridazine-3-carboxamide